maleic acid monomethylester COC(\C=C/C(=O)O)=O